Diethyl ((E)-2-((2R,3R,4R,5R)-5-(6-Benzamido-9H-Purin-9-yl)-3-(Bis(4-Methoxyphenyl)(Phenyl)Methoxy)-4-Fluorotetrahydrofuran-2-yl)Vinyl)Phosphonate C(C1=CC=CC=C1)(=O)NC1=C2N=CN(C2=NC=N1)[C@H]1[C@@H]([C@@H]([C@H](O1)/C=C/P(OCC)(OCC)=O)OC(C1=CC=CC=C1)(C1=CC=C(C=C1)OC)C1=CC=C(C=C1)OC)F